CC(C)(C(CNC)CNC)S 2-methyl-4-(methylamino)-3-((methylamino)methyl)butane-2-thiol